2-methyl-1-(methylsulfonyl)piperidin-4-amine hydrochloride Cl.CC1N(CCC(C1)N)S(=O)(=O)C